ClC1=C(N=CN1C)C1=C(C=O)C(=CC=C1)F 2-(5-chloro-1-methyl-1H-imidazol-4-yl)-6-fluorobenzaldehyde